4-methoxy-2-(piperazin-1-yl)benzonitrile COC1=CC(=C(C#N)C=C1)N1CCNCC1